O1CCN(CC1)CC1=CC=C(C=C1)NC=1N=CC2=C(N1)C(=CS2)C=2C=NN(C2)C(=O)OC(C)(C)C tert-butyl 4-(2-(4-(morpholinomethyl)phenylamino)thieno[3,2-d]pyrimidin-7-yl)-1H-pyrazole-1-carboxylate